[Na+].NCCNCCS(=O)(=O)[O-] N-aminoethyl-2-aminoethanesulfonic acid, sodium salt